((6aR,7aS,11aS)-6a,9,10,11a-tetrahydro-6H,7H-chromeno[3,4-b]pyrrolizin-7a(8H)-yl)methanol C1=C2C(=CC=C1)OC[C@@H]1C[C@@]3(CCCN3[C@@H]12)CO